1-(4-(1-cyclobutyl-4-(trifluoromethyl)-1H-imidazol-2-yl)benzyl)-6-(4-cyclopropyl-6-methoxypyrimidin-5-yl)-1H-pyrazolo[3,4-d]pyrimidine C1(CCC1)N1C(=NC(=C1)C(F)(F)F)C1=CC=C(CN2N=CC=3C2=NC(=NC3)C=3C(=NC=NC3OC)C3CC3)C=C1